C(C)(=O)[C@@]1([C@]([C@@](O[C@@H]1CO)(N1C(=O)NC(=O)C=C1)C(C)=O)(O)C(C)=O)O triacetyl-uridine